O=C1N(C(C=C1)=O)C[C@@H](CCC(=O)NC(C)C)CC (1r,4r)-4-((2,5-dioxo-2,5-dihydro-1H-pyrrol-1-yl)methyl)-N-(propan-2-yl)hexanoamide